2-((5-nitropyridin-2-yl)disulfanyl)ethanamine hydrochloride Cl.[N+](=O)([O-])C=1C=CC(=NC1)SSCCN